F[C@@H]\1[C@]2(CC[C@@](C/C1=C/C=1N=NC(=CN1)C=1C=C3C=CN=CC3=CC1O)(N2)C)C 6-(3-((Z)-((1R,2S,5S)-2-fluoro-1,5-dimethyl-8-azabicyclo[3.2.1]octan-3-ylidene)methyl)-1,2,4-triazin-6-yl)isoquinolin-7-ol